FC1=CC=C(C=C1)C1=C(N=C(C2=CC3=C(C=C12)C=NN3C(=O)OCCOP(=O)(O)O)OC3CC(C3)C(=O)O)C(C)C 3-[5-(4-fluorophenyl)-6-isopropyl-1-(2-phosphonooxyethoxycarbonyl)pyrazolo[4,3-g]isoquinolin-8-yl]oxycyclobutanecarboxylic acid